methyl 6-[4-(6-chloro-5-fluoro-indolin-1-yl)quinazolin-6-yl]pyrazine-2-carboxylate ClC1=C(C=C2CCN(C2=C1)C1=NC=NC2=CC=C(C=C12)C1=CN=CC(=N1)C(=O)OC)F